C(CCCCCCCCCC)C1(CCCCC1)F undecyl-fluorocyclohexane